CC(C(=O)O)(C)C1=CC=C(C=C1)NC(CN1C=NC2=C(C1=O)N(N=C2NC2=CC=C(C=C2)C(F)(F)F)C)=O 2-methyl-2-(4-(2-(1-methyl-7-oxo-3-((4-(trifluoromethyl)phenyl)amino)-1,7-dihydro-6H-pyrazolo[4,3-d]pyrimidin-6-yl)acetamido)phenyl)propanoic acid